1,4-Bis-(Hydroxymethyl)cyclohexane OCC1CCC(CC1)CO